montanyl-triacontanoic acid montanyl ester C(CCCCCCCCCCCCCCCCCCCCCCCCCCC)OC(C(CCCCCCCCCCCCCCCCCCCCCCCCCCCC)CCCCCCCCCCCCCCCCCCCCCCCCCCCC)=O